(3-chlorophenyl)(1-(3-chlorophenyl)cyclopentyl)methyl (4-methyl-1-oxo-1-((1-oxo-3-(2-oxopyrrolidin-3-yl)propan-2-yl)amino)pentan-2-yl)carbamate CC(CC(C(NC(C=O)CC1C(NCC1)=O)=O)NC(OC(C1(CCCC1)C1=CC(=CC=C1)Cl)C1=CC(=CC=C1)Cl)=O)C